tert-Butyl (2R,4R)-2-methyl-4-(((R)-1-phenylethyl)amino)piperidine-1-carboxylate C[C@H]1N(CC[C@H](C1)N[C@H](C)C1=CC=CC=C1)C(=O)OC(C)(C)C